[C@H]1([C@@H](O)[C@@H](O)[C@H](O)[C@H](O1)CO)OC1=C(C=C(C=C1)C1=C2C=CN=C(C2=CC=C1)N)C 5-[4'-(α-D-mannopyranosyloxy)-3'-methylphenyl]-isoquinolin-1-amine